FC(S(=O)(=O)[O-])(F)F 1,1,1-trifluoromethanesulfonate